NCC(=O)NCCOCCOCCOC1=C(C=CC(=C1)OC)C=1C=C2C(=CC=NC2=CC1)C(=O)NCC(=O)N1[C@@H](CC(C1)(F)F)C#N (S)-6-(2-(2-(2-(2-(2-aminoacetamido)ethoxy)ethoxy)ethoxy)-4-methoxyphenyl)-N-(2-(2-cyano-4,4-difluoropyrrolidin-1-yl)-2-oxoethyl)quinoline-4-carboxamide